FC1(CN(C1)C(=O)C=1C=NC=C(C1)C1=CC=CC=2N1N=CC2C(=O)N2CCCCC2)F (3,3-difluoroazetidin-1-yl)(5-(3-(piperidine-1-carbonyl)pyrazolo[1,5-a]pyridin-7-yl)pyridin-3-yl)methanone